NCCOCCNC(C1=C(C=C(C=C1)NC=1C=2N(C=CN1)C(=CN2)C=2C(=NNC2)C(F)(F)F)Cl)=O N-[2-(2-aminoethoxy)ethyl]-2-chloro-4-[[3-[3-(trifluoromethyl)-1H-pyrazol-4-yl]imidazo[1,2-a]pyrazin-8-yl]amino]benzamide